[N].[P].C1(=CC=CC=C1)O.C1(=CC=CC=C1)O diphenol phosphorus nitrogen